N=1N(N=CC1)C1=C(C=C(C=N1)NC(=O)C1=CC(=C(C=C1Cl)C1=C(C=CC=C1)N)Cl)C(F)(F)F N-(6-(2H-1,2,3-triazol-2-yl)-5-(trifluoromethyl)pyridin-3-yl)-2'-amino-2,5-dichloro-[1,1'-biphenyl]-4-carboxamide